OC(CC)C1=C(C=CC(=C1)N)N 1-hydroxypropyl-amino-4-aminobenzene